C(C)(C)(C)OC(NCC=1C(=C2C=CC=NC2=C(C1)OC1=CC=C(C=C1)C(F)(F)F)C=C)=O ((8-(4-(trifluoromethyl)phenoxy)-5-vinylquinolin-6-yl)methyl)carbamic acid tert-butyl ester